5-(2-(thiazol-5-yl)phenoxy)phenol S1C=NC=C1C1=C(OC=2C=CC=C(C2)O)C=CC=C1